N[C@@]1(CN(CC1)C1=C(C=NC(=C1C1=CC(=CC(=C1)F)F)C#N)C(=O)NC(C)C1=NOC=C1)C 4-[(3S)-3-amino-3-methylpyrrolidin-1-yl]-6-cyano-5-(3,5-difluorophenyl)-N-[1-(1,2-oxazol-3-yl)ethyl]pyridine-3-carboxamide